C(=O)O.C(=O)O.CN1N=CC(=C1)C1=CC2=C(N[C@H](CN2)[C@@H](C2=CC=CC=C2)NCCC2=NC=C(C#N)C=C2)N=C1 6-(2-(((R)-((R)-7-(1-methyl-1H-pyrazol-4-yl)-1,2,3,4-tetrahydropyrido[2,3-b]pyrazin-3-yl)(phenyl)methyl)amino)ethyl)nicotinonitrile diformate